5-nitro-3-nitrobenzoic acid [N+](=O)([O-])C=1C=C(C=C(C(=O)O)C1)[N+](=O)[O-]